C(CC(C)C)NC(O[C@H]1[C@H](NC[C@@H]1O)CC1=CC=C(C=C1)C1=CN=CS1)=O (2R,3S,4S)-4-hydroxy-2-(4-(thiazol-5-yl)benzyl)pyrrolidin-3-yl isopentylcarbamate